CC(=CC(=O)OC)C methyl 3-methylbut-2-enoate